ClC1=CC=C(C=C1)/C=C/C(=O)OC[C@H]1OC([C@@H]([C@H]([C@@H]1O)O)O)OC ((2R,3S,4S,5R)-3,4,5-trihydroxy-6-methoxytetrahydro-2H-pyran-2-yl)methyl (E)-3-(4-chlorophenyl)acrylate